ClC=1C=C(C=CC1)CC(=O)N(C)OC 2-(3-Chlorophenyl)-N-methoxy-N-methylacetamide